1,2,4,6-tetramethyl-pyridinium p-toluenesulfonate CC1=CC=C(C=C1)S(=O)(=O)[O-].C[N+]1=C(C=C(C=C1C)C)C